tert-butyl 7-benzyloxy-2-[3-(3-ethoxy-2-methyl-3-oxo-prop-1-enyl)phenyl]-2,6,6-trimethyl-5-oxo-heptanoate C(C1=CC=CC=C1)OCC(C(CCC(C(=O)OC(C)(C)C)(C)C1=CC(=CC=C1)C=C(C(=O)OCC)C)=O)(C)C